CC1=C(C(=O)N/N=C(\C)/C(C)C)C=CC=C1 (E)-2-methyl-N'-(3-methylbutan-2-ylidene)benzoyl-hydrazine